OC1=C(C=O)C=CC(=C1C)O 2,4-dihydroxyl-3-methylbenzaldehyde